9-benzyl-8-(4-methyl-6-(2-(piperazin-1-yl)ethoxy)pyridin-3-yl)-6-(1-methylcyclopropoxy)-9H-purine C(C1=CC=CC=C1)N1C2=NC=NC(=C2N=C1C=1C=NC(=CC1C)OCCN1CCNCC1)OC1(CC1)C